palmitoleylether C(CCCCCCC\C=C/CCCCCC)OCCCCCCCC\C=C/CCCCCC